Tagatose diphosphate OP(O)(=O)OP(=O)(O)O.OCC(=O)[C@@H](O)[C@@H](O)[C@H](O)CO